C(C)C1(C(NC(CC1)=O)=O)N1C(C2=CC=CC(=C2C1=O)O)=O 2-(3-ethyl-2,6-dioxopiperidin-3-yl)-4-hydroxyisoindoline-1,3-dione